FC1=C(C(=CC(=C1)C)F)C1N=C(CC1)NNC(=O)OC methyl 2-(2-(2,6-difluoro-4-methylphenyl)-3,4-dihydro-2H-pyrrol-5-yl)hydrazine-1-carboxylate